7-(2-(1-Cyclopropylethyl)-7-methyl-2H-indazol-5-yl)imidazo[2,1-f][1,2,4]triazin-4-amine trifluoroacetate salt FC(C(=O)O)(F)F.C1(CC1)C(C)N1N=C2C(=CC(=CC2=C1)C1=CN=C2C(=NC=NN21)N)C